C(C)C1=C(C=CC(=C1)C)S(=O)(=O)OC1(CCCCC1)NS(=O)C(C)(C)C trans-((tert-butylsulfinylamino) cyclohexyl) ethyl-4-methylbenzenesulfonate